BrC=1C=C(CN2C(C=C(C=C2)C=2C=C3C(=NNC3=CC2)C=2C=NN(C2)C)=O)C=CC1 1-(3-bromobenzyl)-4-(3-(1-methyl-1H-pyrazol-4-yl)-1H-indazol-5-yl)pyridin-2(1H)-one